BrC=1N=C(N(C1)C)[C@@H](C)O (R)-1-(4-bromo-1-methyl-1H-imidazol-2-yl)ethanol